O[C@@H](C)C=1C=C(C(=O)OC)C=CC1N1N=CC=C1 methyl 3-[(1S)-1-hydroxyethyl]-4-(1H-pyrazol-1-yl)benzoate